OC1C(CCC1)C1=C2C=NNC2=C(C(=C1)C1=CC=C(C=C1)CNC(C1=C(C=CC=C1)OC)=O)C(=O)N 4-(2-Hydroxycyclopentyl)-6-(4-((2-methoxybenzamido)methyl)phenyl)-1H-indazole-7-carboxamide